ClC1=C(C=C(C(=O)OC(C)(C)C)C=C1[N+](=O)[O-])OCCCOC1=C(C(=CC(=C1)C(=O)OCC)[N+](=O)[O-])Cl tert-butyl 4-chloro-3-(3-(2-chloro-5-(ethoxycarbonyl)-3-nitrophenoxy) propoxy)-5-nitrobenzoate